FC1=C(C=CC=C1)NC(=O)NC1N=C(C2=C(NC1=O)C=CC=C2)C2=CC=CC=C2 1-(2-fluorophenyl)-3-(2-oxo-5-phenyl-2,3-dihydro-1H-benzo[e][1,4]diazepin-3-yl)urea